tert-butyl (R)-2-((2-((S)-6-(3-bromo-2,6-difluorophenyl)-3-thioxo-2,5,6,7-tetrahydro-3H-pyrrolo[1,2-c]imidazol-1-yl)acetamido)methyl)pyrrolidine-1-carboxylate BrC=1C(=C(C(=CC1)F)[C@@H]1CC=2N(C(NC2CC(=O)NC[C@@H]2N(CCC2)C(=O)OC(C)(C)C)=S)C1)F